NC=1C2=C(N=C(N1)C)C=CC(=N2)C=2C=C(C=CC2)C#C[C@@]2(C(N(C[C@@H]2C)C)=O)O (3s,4s)-3-((3-(4-amino-2-methylpyrido[3,2-d]pyrimidin-6-yl)phenyl)ethynyl)-3-hydroxy-1,4-dimethylpyrrolidin-2-one